N1=C(C=CC2=C1N1C(CNS2(=O)=O)CCCC1)C#N 7,7a,8,9,10,11-Hexahydro-6H-dipyrido[2,1-d:2',3'-f][1,2,5]thiadiazepine-2-carbonitrile 5,5-dioxide